ClC1=C(C=CC(=C1)Cl)O.[Na] sodium 2,4-dichlorophenol